[Si](C)(C)(C(C)(C)C)OCCS(=O)(=O)CC1(COC1)CCCC(C(=O)OCC1=CC=CC=C1)(C([2H])([2H])[2H])C1=CC(=CC=C1)I benzyl 5-(3-(((2-((tert-butyldimethylsilyl)oxy)ethyl)sulfonyl) methyl)oxetan-3-yl)-2-(3-iodophenyl)-2-(methyl-d3)pentanoate